8-(4-Chlorophenyl)-3-methyl-1-(3-(piperazin-1-ylmethyl)phenyl)-1,3-dihydro-2H-imidazo[4,5-c]quinolin-2-imine ClC1=CC=C(C=C1)C1=CC=2C3=C(C=NC2C=C1)N(C(N3C3=CC(=CC=C3)CN3CCNCC3)=N)C